n-Decanophenone CCCCCCCCCC(=O)C1=CC=CC=C1